5-{6-[2-(4-Chloro-2-methyl-indol-1-yl)-ethylamino]-pyrimidin-4-yl}-3-ethoxy-thiophen ClC1=C2C=C(N(C2=CC=C1)CCNC1=CC(=NC=N1)C1=CC(=CS1)OCC)C